C(C)OC(CCCN1CCC2=CC(=CC=C12)C=1C(=NC=CC1)SC1CCCC1)=O 4-[5-(2-Cyclopentylthio-3-pyridyl)indolin-1-yl]Butyric acid ethyl ester